C(C)C=1C(=C(C=CC1)O)N=NC1=C(C=CC=C1)O ethyl-azophenol